FC1=NNC=C1C=1C=CC(=C(C1)O)C1=CC2=C(N=N1)N=C(S2)N(C2CNCC2)C 5-(3-Fluoro-1H-pyrazol-4-yl)-2-{6-[methyl(pyrrolidin-3-yl)amino][1,3]thiazolo[4,5-c]pyridazin-3-yl}phenol